2-amino-6-borono-2-(2-(pyridin-2-yl)ethyl)hexanoic acid NC(C(=O)O)(CCCCB(O)O)CCC1=NC=CC=C1